C1(=CC=CC=C1)COC=1C(=CC2=CC=CC=C2C1)N 3-(phenylmethoxy)naphthalen-2-amine